N1=CC=C(C=C1)CCNC(=O)C12CC3(CC(CC(C1)C3)C2)C2=CC=C(C=C2)Cl 3-(4-Chloro-phenyl)-adamantane-1-carboxylic acid (2-pyridin-4-yl-ethyl)-amide